3,6,9,12,15-pentaoxaheptadecane-1,17-diol C(COCCOCCOCCOCCOCCO)O